3-[4-[[5-chloro-6-(4-methoxyphenoxy)benzotriazol-2-yl]methyl]phenyl]-5-(trifluoromethyl)-1,2,4-oxadiazole ClC1=CC=2C(=NN(N2)CC2=CC=C(C=C2)C2=NOC(=N2)C(F)(F)F)C=C1OC1=CC=C(C=C1)OC